ClC=1C=C(C=CC1)C1=C(C=CC(=C1)OC)S(=O)(=O)N1CCC(CC1)(C(=O)NC\C=C\S(=O)(=O)C)F (E)-1-((3'-chloro-5-methoxy-[1,1'-biphenyl]-2-yl)sulfonyl)-4-fluoro-N-(3-(methylsulfonyl)allyl)piperidine-4-carboxamide